[1-(1-benzofuran-2-yl)butan-2-yl](methyl)amine O1C(=CC2=C1C=CC=C2)CC(CC)NC